NC=1C(=NON1)N1N=NC(=C1COC)C(=O)O 1-(4-amino-1,2,5-oxadiazol-3-yl)-5-(methoxymethyl)-1H-1,2,3-triazole-4-carboxylic acid